FC1=C(C=C2C(=C(NC2=C1)C1=C2C(=NC=C1)NN=C2)C(C)C)C2CCNCC2 4-(6-fluoro-3-isopropyl-5-(piperidin-4-yl)-1H-indol-2-yl)-1H-pyrazolo[3,4-b]Pyridine